tert-butyl Rac-(3S)-6-[4-(4-ethylpiperazin-1-yl)-3-methyl-phenyl]-3-methyl-3,4-dihydro-2H-pyridine-1-carboxylate C(C)N1CCN(CC1)C1=C(C=C(C=C1)C1=CC[C@@H](CN1C(=O)OC(C)(C)C)C)C |r|